BrC=1C=C(C=C(C1O)Br)C(=O)N1C2=C(S(C3(CC3)C1)=O)C=CC=C2 (3,5-dibromo-4-hydroxyphenyl)(1-oxospiro[benzo[b][1,4]thiazine-2,1'-cyclopropane]-4(3H)-yl)methanone